NC(=O)C1=CC=CC2=CN(N=C12)C1=CC=C(C=C1)NC(=O)C1[NH2+]CC2CCCCC12 1-[({4-[7-(aminocarbonyl)-2H-indazol-2-yl]phenyl}amino)carbonyl]octahydro-1H-isoindolium